4-acetyloxy-2,2,6,6-tetramethylpiperidine C(C)(=O)OC1CC(NC(C1)(C)C)(C)C